C(C)S(=O)(=O)N1CCC(CC1)NC1=NC=C(C(=N1)C1=CC=2C(N(CC3(C2S1)CC3)C)=O)F 2'-(2-((1-(ethylsulfonyl)piperidin-4-yl)amino)-5-fluoropyrimidin-4-yl)-5'-methyl-5',6'-dihydro-4'H-spiro[cyclopropane-1,7'-thieno[3,2-c]pyridin]-4'-one